O=C1C2=C(C=NN1)N(N=C2)CCOCCC(=O)OCC ethyl 3-(2-(4-oxo-4,5-dihydro-1H-pyrazolo[3,4-d]pyridazin-1-yl)ethoxy)propanoate